P(OC(CC=NO)C1=CC=CC=C1)([O-])=O (3-(hydroxyimino)-1-phenylpropyl) phosphonate